3-methyl-ethyl-n-butyl-benzene CC=1C(=C(C=CC1)CCCC)CC